O'-p-toluoyl-L-tartrate C1(=CC=C(C=C1)C(=O)O[C@H]([C@H](C(=O)[O-])O)C(=O)[O-])C